methyl (S)-((3-(4-(4-(1,1-dioxidothietan-3-yl)piperidin-1-yl)-3-fluorophenyl)-2-oxooxazolidin-5-yl)methyl)carbamate O=S1(CC(C1)C1CCN(CC1)C1=C(C=C(C=C1)N1C(O[C@H](C1)CNC(OC)=O)=O)F)=O